1-cyclopropyl-8-chloro-6-fluoro-1,4-dihydro-7-((3S)-3-hydroxypiperidinyl)-4-oxo-3-quinolinecarboxylic acid C1(CC1)N1C=C(C(C2=CC(=C(C(=C12)Cl)N1C[C@H](CCC1)O)F)=O)C(=O)O